N-(2-methoxypyrimidin-5-yl)-6-((5-methyl-1H-pyrazol-4-yl)methoxy)isoquinolin-1-amine COC1=NC=C(C=N1)NC1=NC=CC2=CC(=CC=C12)OCC=1C=NNC1C